3,3'-carbonyl-biscoumarin C(=O)(C=1C(OC2=CC=CC=C2C1)=O)C=1C(OC2=CC=CC=C2C1)=O